(1R,2S,3R,5R)-3-[4-(methylamino)pyrrolo[2,3-d]pyrimidin-7-yl]-5-[(2S)-2-{3-[(2-phenylethyl)amino]propyl}cyclopropyl]cyclopentane-1,2-diol CNC=1C2=C(N=CN1)N(C=C2)[C@H]2[C@@H]([C@@H]([C@H](C2)C2[C@H](C2)CCCNCCC2=CC=CC=C2)O)O